ClC1=CC=CC2=C1NC(=N2)C(=O)O 7-chloro-1H-benzo[d]imidazole-2-carboxylic acid